ClC=1C=C(C=CC1)CCN1C[C@@H]([C@H](C1)C)COC1=CC=C(C=C1)S(=O)(=O)CCO 2-(4-{[(3r,4r)-1-[2-(3-chlorophenyl)ethyl]-4-methylpyrrolidin-3-yl]methoxy}benzenesulfonyl)ethan-1-ol